[Si+4].[Si]([O-])([O-])([O-])[O-].[Nb+5] Niobium Silicate Silicon